4-[(3S)-3-aminopyrrolidin-1-yl]-6-cyano-N-cyclohexyl-5-(3,5-difluorophenyl)pyridine-3-carboxamide N[C@@H]1CN(CC1)C1=C(C=NC(=C1C1=CC(=CC(=C1)F)F)C#N)C(=O)NC1CCCCC1